BrC=1C=CC(=NC1)N1N=NC(=C1)CO (1-(5-bromopyridin-2-yl)-1H-1,2,3-triazol-4-yl)methanol